CC=1C(=C([SiH]([SiH-](C1)(C)C)C)C)C hexamethyl-Disilainide